5-(2-(tert-butylamino)-2-oxoacetyl)-N-(6-fluoro-5-methylpyridin-3-yl)-1-(2-fluoroethyl)-2,4-dimethyl-1H-pyrrole-3-carboxamide C(C)(C)(C)NC(C(=O)C1=C(C(=C(N1CCF)C)C(=O)NC=1C=NC(=C(C1)C)F)C)=O